1-Propylene CC=C